oxothiochromene-2,8-dicarboxylic acid O=S1C(C=CC2=CC=CC(=C12)C(=O)O)C(=O)O